3-((2-amino-4-(butylamino)-6-methylpyrimidin-5-yl)methyl)-4-methoxy-benzoic acid NC1=NC(=C(C(=N1)NCCCC)CC=1C=C(C(=O)O)C=CC1OC)C